BrCCCCCCCCC\C=C/CCO (3Z)-13-bromo-3-tridecen-1-ol